3-isopropyl-5-(6-(pyrrolidin-1-yl)pyridin-3-yl)-1H-indole C(C)(C)C1=CNC2=CC=C(C=C12)C=1C=NC(=CC1)N1CCCC1